tert-butyl N-[2-(ethylamino)-2-oxo-ethyl]-N-methyl-carbamate C(C)NC(CN(C(OC(C)(C)C)=O)C)=O